(3-bromo-2-methylphenyl)-4,5,6,7-tetrahydrobenzo[b]thiophene-2-carboxamide BrC=1C(=C(C=CC1)C=1C2=C(SC1C(=O)N)CCCC2)C